NC=1N=CN(C(C1C(=O)NC=1C=C(C=NC1)[C@@H](COC)NC(OC(C)(C)C)=O)=O)C1=C(C=C(C=C1Cl)OC1CC1)Cl tert-butyl (S)-(1-(5-(4-amino-1-(2,6-dichloro-4-cyclopropoxyphenyl)-6-oxo-1,6-dihydropyrimidine-5-carboxamido)pyridin-3-yl)-2-methoxyethyl)carbamate